3-hydroxy-6-(3-isoprenyl-5,7-dihydroxy-4-oxo-8-{3-methyl-6-[(2,4-dihydroxyphenyl)carbonyl]-5-(2,4-dihydroxyphenyl)cyclohex-2-enyl}-4H-chromen-2-yl)phenolate OC=1C=C(C(=CC1)C=1OC2=C(C(=CC(=C2C(C1C=CC(C)=C)=O)O)O)C1C=C(CC(C1C(=O)C1=C(C=C(C=C1)O)O)C1=C(C=C(C=C1)O)O)C)[O-]